6,8-difluoro-3,4-dihydronaphthalen-1-yl triflate O(S(=O)(=O)C(F)(F)F)C1=CCCC2=CC(=CC(=C12)F)F